Ethyl 3-(3-(ethoxycarbonyl)-1-(2-trifluoromethyl-2-propoxyethyl) thioureido)-1H-pyrrole-2-carboxylate C(C)OC(=O)NC(N(CC(OCCC)C(F)(F)F)C1=C(NC=C1)C(=O)OCC)=S